cyclopropane-1,1-dicarboxylic acid [4-(6,7-dimethoxy-quinolin-4-yloxy)-phenyl]-amide (4-fluoro-phenyl)-amide FC1=CC=C(C=C1)NC(=O)C1(CC1)C(=O)NC1=CC=C(C=C1)OC1=CC=NC2=CC(=C(C=C12)OC)OC